(S)-(3-(tert-butoxy)-1-((3,5-difluoropyridin-2-yl)amino)-1-oxopropan-2-yl)carbamic acid tert-butyl ester C(C)(C)(C)OC(N[C@H](C(=O)NC1=NC=C(C=C1F)F)COC(C)(C)C)=O